(Racemic)-N-((2-(6-(4-hydroxy-2,2-dimethylpyrrolidin-1-yl)pyridin-2-yl)-1,6-naphthyridin-7-yl)methyl)-5-(methylsulfonyl)nicotinamide O[C@@H]1CC(N(C1)C1=CC=CC(=N1)C1=NC2=CC(=NC=C2C=C1)CNC(C1=CN=CC(=C1)S(=O)(=O)C)=O)(C)C |r|